propaneate C(CC)(=O)[O-]